The molecule is a pyridinecarboxamide obtained by formal condensation of the carboxy group of 2-chloronicotinic acid with the amino group of 4'-chlorobiphenyl-2-amine. A fungicide active against a broad range of fungal pathogens including Botrytis spp., Alternaria spp. and Sclerotinia spp. for use on a wide range of crops including fruit, vegetables and ornamentals. It has a role as an EC 1.3.5.1 [succinate dehydrogenase (quinone)] inhibitor, an environmental contaminant, a xenobiotic and an antifungal agrochemical. It is a member of biphenyls, a pyridinecarboxamide, a member of monochlorobenzenes and an anilide fungicide. It derives from a nicotinic acid. C1=CC=C(C(=C1)C2=CC=C(C=C2)Cl)NC(=O)C3=C(N=CC=C3)Cl